C1(CC1)C=1C=CC=2N(C1)C=C(N2)CNC2=CC(=NC=N2)NC(=O)[C@@H]2[C@H](C2)C2=CC(=CC=C2)OC |r| rac-(1S*,2S*)-N-(6-(((6-cyclopropyl-imidazo[1,2-a]pyridin-2-yl)methyl)amino)pyrimidin-4-yl)-2-(3-methoxyphenyl)cyclopropane-1-carboxamide